1-(4-((2-(4-(5-chloropyrimidin-2-yl)piperidin-1-yl)-5,5-dioxo-7,8-dihydro-6H-thiopyrano[3,2-d]pyrimidin-4-yl)amino)-2-fluorophenyl)cyclopropane-1-carboxylic acid ethyl ester C(C)OC(=O)C1(CC1)C1=C(C=C(C=C1)NC=1C2=C(N=C(N1)N1CCC(CC1)C1=NC=C(C=N1)Cl)CCCS2(=O)=O)F